NC1=NC=CC(=C1Cl)N1C(NC2=NC(=CN=C2C1=O)N1CCC2(CC1)CC1=C(C=NC=C1)[C@H]2N)=O (S)-3-(2-amino-3-chloropyridine-4-yl)-7-(7-amino-5,7-dihydrospiro[cyclopenta[c]pyridine-6,4'-piperidine]-1'-yl)pteridine-2,4(1H,3H)-dione